2-(9-(2,2-difluoroethyl)-6-((2S,5R)-2,5-dimethylpiperazin-1-yl)-3-methyl-2-oxo-3,9-dihydro-2H-purin-8-yl)acetonitrile FC(CN1C=2N(C(N=C(C2N=C1CC#N)N1[C@H](CN[C@@H](C1)C)C)=O)C)F